ClC1=CC=C(C=C1)C1(CC1)C(=O)NC1[C@H]2CC[C@@H](C(C1)C(F)(F)F)N2 1-(4-chlorophenyl)-N-[(1R,5S)-4-(trifluoromethyl)-8-azabicyclo[3.2.1]octan-2-yl]cyclopropane-1-carboxamide